C(=CCCCCCCCCCC)P(O)(O)=O dodecenyl-phosphonic acid